(Z)-N-(bis(2,6-diethoxyphenyl)phosphino)-3,5-bis(trifluoromethyl)benzamide C(C)OC1=C(C(=CC=C1)OCC)P(NC(C1=CC(=CC(=C1)C(F)(F)F)C(F)(F)F)=O)C1=C(C=CC=C1OCC)OCC